2-ethynylborazine C(#C)B1NBNBN1